C12(CC3CC(CC(C1)C3)C2)C=2C(=CC(=C(C(=O)NCC3=C(C=C(C=C3)O)O)C2)OC)OC 5-adamantan-1-yl-N-(2,4-dihydroxybenzyl)2,4-dimethoxy-benzamide